5-(5-bromo-3-nitropyridin-2-yl)-1H-pyrrole-2-carboxylic acid methyl ester COC(=O)C=1NC(=CC1)C1=NC=C(C=C1[N+](=O)[O-])Br